C[C@@H]1N(C[C@H](N(C1)C(C=C)=O)C)C=1C2=C(N(C(N1)=O)C=1C(=NC=CC1C)C(C)C)N=C(C=C2)C2=C(C(=O)O)C=CC=C2 (M)-2-[4-[(2S,5R)-2,5-Dimethyl-4-prop-2-enoyl-piperazin-1-yl]-1-(2-isopropyl-4-methyl-3-pyridyl)-2-oxo-pyrido[2,3-d]pyrimidin-7-yl]benzoic acid